ClC1=CC=C2CCC(N(C2=C1OC1=CC=CC=C1)C)=O 7-Chloro-1-methyl-8-phenoxy-1,2,3,4-tetrahydroquinolin-2-one